N1=CC=CC=C1.C(=O)(O)C1=CC2=C(N=C(O2)C2=CC(=CC(=C2)Cl)Cl)C=C1 6-carboxy-2-(3,5-dichlorophenyl)-benzoxazole pyridine salt